3-fluoro-6-(2-methylpyrazol-3-yl)quinoline-5-carbonitrile FC=1C=NC=2C=CC(=C(C2C1)C#N)C=1N(N=CC1)C